tert-Butyl 3-oxo-3-(5-(propyl)-1H-benzo[d]imidazol-2-ylamino)propylcarbamate O=C(CCNC(OC(C)(C)C)=O)NC1=NC2=C(N1)C=CC(=C2)CCC